2-(1-(7-methyl-2-(methylthio)-6,7-dihydro-5H-cyclopenta[d]pyrimidin-4-yl)azetidin-3-yl)acetic acid methyl ester COC(CC1CN(C1)C=1C2=C(N=C(N1)SC)C(CC2)C)=O